4-(3-(3-methoxy-4-(piperazin-1-yl)phenyl)-2-methyl-3H-imidazo[4,5-b]pyridin-5-yl)pyridin-2-amine COC=1C=C(C=CC1N1CCNCC1)N1C(=NC=2C1=NC(=CC2)C2=CC(=NC=C2)N)C